OC(CNC1=CC(=CC=C1COC1=CNNC1)OC)(C)C 6-((2-hydroxy-2-methylpropyl)amino)-4-((4-methoxybenzyl)oxy)pyrazoline